FC1=CC(=CC2=C1N=C(S2)C2C[C@H](NCC2)C)C=2C=CC=1N(N2)C=C(N1)C 6-{4-fluoro-2-[(2R)-2-methylpiperidin-4-yl]-1,3-benzothiazol-6-yl}-2-methylimidazo[1,2-b]pyridazine